5-chloro-3-methyl-1H-pyrrole ClC1=CC(=CN1)C